C1(=CC=CC2=CC3=CC=CC=C3C=C12)C(=O)[O-] Anthrate